[Si](C1=CC=CC=C1)(C1=CC=CC=C1)(C(C)(C)C)OCC(C)C1=CC=2C(=NC=C(N2)C(=O)OC)O1 Methyl 6-[2-[tert-butyl(diphenyl)silyl]oxy-1-methyl-ethyl]furo[2,3-b]pyrazine-2-carboxylate